(pyridin-2-yl)-1,3,4-thiadiazole-2-carboxylic acid ethyl ester C(C)OC(=O)C=1SC(=NN1)C1=NC=CC=C1